tert-butyl (2S,4R)-4-methoxy-2-(((S)-1-(4-(4-methylthiazol-5-yl) phenyl) ethyl)carbamoyl)pyrrolidine-1-carboxylate CO[C@@H]1C[C@H](N(C1)C(=O)OC(C)(C)C)C(N[C@@H](C)C1=CC=C(C=C1)C1=C(N=CS1)C)=O